ClC1=C(N=NC(=C1)Cl)C(=O)OC([2H])([2H])[2H] Methyl-d3 4,6-dichloropyridazine-3-carboxylate